FC1=CC=CC=2OCCCOC=3C(=CC=C(C4=NNC5=CN=C(C12)C=C45)C3)N3CCC(CC3)(N(C)C)C 1-{16-fluoro-7,11-dioxa-19,22,23-triazapentacyclo[16.5.2.12,6.012,17.021,24]hexacosa-1(23),2,4,6(26),12(17),13,15,18,20,24-decaen-5-yl}-N,N,4-trimethylpiperidin-4-amine